ClC1=CC=C(C=C1)C1=C(C=CC(=N1)NN1C(C(=C(C1=O)C)C)=O)C(F)(F)F 1-{[6-(4-chlorophenyl)-5-(trifluoromethyl)(2-pyridyl)]amino}-3,4-dimethylazoline-2,5-dione